C(C)C(C(=O)O)(CCCCCCCC(=O)O)CC.C(CCCCCCCCC(=O)OCC)(=O)OCC Diethyl Sebacate (Diethyl Decanedioate)